4-Nitrophenyl (3-(benzyloxy)-4-methoxyphenyl)carbamate C(C1=CC=CC=C1)OC=1C=C(C=CC1OC)NC(OC1=CC=C(C=C1)[N+](=O)[O-])=O